(R)-N-(4-([1,2,4]triazolo[1,5-a]pyridin-7-yloxy)-2-fluoro-5-methylphenyl)-6-(3-ethylpiperazin-1-yl)pyrido[3,2-d]pyrimidin-4-amine N=1C=NN2C1C=C(C=C2)OC2=CC(=C(C=C2C)NC=2C1=C(N=CN2)C=CC(=N1)N1C[C@H](NCC1)CC)F